ClC1=NC(=C2N(C=NC2=N1)CC(=O)N1CCC2=CC=CC=C12)Cl 2-(2,6-dichloro-7H-purin-7-yl)-1-(indolin-1-yl)ethan-1-one